1-(3-chloro-propyl)-1,4-diazabicyclo[2.2.2]octane-1-ium ClCCC[N+]12CCN(CC1)CC2